ClC=1C(=NC(=CC1)Cl)N1N(C(=C(C1=O)NC(C1=CC=C(C=C1)OC(F)F)=O)C1=C(C=C(C=C1F)OC)F)C N-[2-(3,6-dichloropyridin-2-yl)-5-(2,6-difluoro-4-methoxyphenyl)-1-methyl-3-oxo-2,3-dihydro-1H-pyrazol-4-yl]-4-(difluoromethoxy)benzamide